Diacetyloxy-(4-chlorophenyl)ethenylsilan C(C)(=O)O[SiH](C=CC1=CC=C(C=C1)Cl)OC(C)=O